bis[1,2,4-tris(ethyl)cyclopentadienyl]hafnium dichloride [Cl-].[Cl-].C(C)C1(C(=CC(=C1)CC)CC)[Hf+2]C1(C(=CC(=C1)CC)CC)CC